NC[C@@H](CC(=O)OCC)CCCCCC ethyl (R)-3-(aminomethyl)nonanoate